8-(4-cyano-2-fluorophenyl)-N,N-dimethyl-6,9-dioxo-5-(4-(trifluoromethyl)benzyl)-5,8-diazaspiro[3.5]nonane-2-carboxamide C(#N)C1=CC(=C(C=C1)N1CC(N(C2(CC(C2)C(=O)N(C)C)C1=O)CC1=CC=C(C=C1)C(F)(F)F)=O)F